6-(2-hydroxy-2-methylpropoxy)-4-(6-(5-(((6-methoxypyridin-3-yl)methyl)amino)-5-methylhexahydrocyclopenta[c]pyrrol-2(1H)-yl)pyridin-3-yl)pyrazolo[1,5-a]pyridine-3-carbonitrile OC(COC=1C=C(C=2N(C1)N=CC2C#N)C=2C=NC(=CC2)N2CC1C(C2)CC(C1)(C)NCC=1C=NC(=CC1)OC)(C)C